CO[Si](OC)(OC)C(CC)N (trimethoxysilyl)-1-propanamine